C1(CC1)N1CCC(CC1)C(=O)C1=CC=CC(=N1)NC(C1=CC=C(C=C1)F)=O N-(6-(1-cyclopropylpiperidine-4-carbonyl)pyridin-2-yl)-4-fluorobenzamide